CNC=1C=2N=CN([C@H]3[C@H](O)[C@H](O)[C@@H](CO)O3)C2N=CN1 N-methyladenosine